17,20-Dihydroxytetracosanoic acid OC(CCCCCCCCCCCCCCCC(=O)O)CCC(CCCC)O